(S)-4-((3-chloro-2,4-difluorophenyl)(methyl)carbamoyl)-3-(7-(methylsulfanyl)thiazolo[5,4-b]pyridin-5-yl)-2-oxoimidazolidine-1-carboxylic acid tert-butyl ester C(C)(C)(C)OC(=O)N1C(N([C@@H](C1)C(N(C)C1=C(C(=C(C=C1)F)Cl)F)=O)C1=CC(=C2C(=N1)SC=N2)SC)=O